[7,8-dichloro-6-(2,6-difluorophenyl)-4-methyl-4H-[1,2,4]triazolo[1,5-a][1,4]benzodiazepin-2-yl]methyl methanesulfonate CS(=O)(=O)OCC1=NN2C(C(N=C(C3=C2C=CC(=C3Cl)Cl)C3=C(C=CC=C3F)F)C)=N1